4-fluoro-N-{[1-(3-methylbutanoyl)-1,2,3,4-tetrahydroquinolin-6-yl]methyl}benzamide FC1=CC=C(C(=O)NCC=2C=C3CCCN(C3=CC2)C(CC(C)C)=O)C=C1